N=1C=CC2=NC=C(CC21)C(=O)[O-] pyrrolo[3,2-b]pyridine-6-carboxylate